benzyl (3aS,4S,5S,6aR)-5-(2-fluorophenoxy)-3a,4-dihydroxyhexahydrocyclopenta[c]pyrrole-2(1H)-carboxylate FC1=C(O[C@@H]2[C@@H]([C@@]3([C@@H](CN(C3)C(=O)OCC3=CC=CC=C3)C2)O)O)C=CC=C1